COC1=NC=NC2=C1N(C=1C=CC(=CC21)C(C)N2CCN(CC2)C)CC(F)(F)F 4-methoxy-8-(1-(4-methylpiperazin-1-yl)ethyl)-5-(2,2,2-trifluoroethyl)-5H-pyrimido[5,4-b]indole